[Li].C1(=CC=CC=C1)[B-](C1=CC=CC=C1)(C1=CC=CC=C1)C1=CC=CC=C1.[H+] tetraphenyl-boric acid lithium